C(C1=CC=CC=C1)OC1=CC=C(C=C1)N1C(NCC1)=O 1-(4-benzyloxyphenyl)imidazolidin-2-one